2'-chloro-N-(5-(5-cyano-6-(difluoromethyl)picolinoyl)-5,6-dihydro-4H-pyrrolo[3,4-d]thiazol-2-yl)-5'-methoxy-6-methyl-[4,4'-bipyridine]-3-carboxamide ClC1=NC=C(C(=C1)C1=C(C=NC(=C1)C)C(=O)NC=1SC2=C(N1)CN(C2)C(C2=NC(=C(C=C2)C#N)C(F)F)=O)OC